C1(CC1)CN1C(N(C(C1=O)=O)CC1=NC(=NO1)CC(=O)N(CC1CNC(CO1)=O)C1=C(C=CC=C1)OC)=O (5-((3-(cyclopropylmethyl)-2,4,5-trioxoimidazolidin-1-yl)methyl)-1,2,4-oxadiazol-3-yl)-N-(2-methoxyphenyl)-N-((5-oxomorpholin-2-yl)methyl)acetamide